CC=1C2=C(N=NC1C1=CC3=C(C=CS3)C=C1)N(C=N2)[C@H]2CN(CCC2)C 6-[4-methyl-7-[(3R)-1-methyl-3-piperidyl]imidazo[4,5-c]pyridazin-3-yl]benzothiophen